3-(5-phenyl-1,3,4-Oxadiazol-2-yl)-5-(1-(tetrahydro-2H-pyran-4-yl)-1H-pyrazol-4-yl)pyridin-2-amine C1(=CC=CC=C1)C1=NN=C(O1)C=1C(=NC=C(C1)C=1C=NN(C1)C1CCOCC1)N